[C@H]12CN(C[C@H](CC1)N2)C2=NC(=NC1=CC(=C(C=C21)F)C2=CC(=CC1=CC=C(C(=C21)C#C)F)O)OC[C@]21CCCN1C[C@@H](C2)F 4-(4-((1R,5S)-3,8-diazabicyclo[3.2.1]octan-3-yl)-6-fluoro-2-(((2R,7aS)-2-fluorotetrahydro-1H-pyrrolizin-7a(5H)-yl)methoxy)quinazolin-7-yl)-5-ethynyl-6-fluoronaphthalen-2-ol